2,2'-[propane-2,2-diyl-bis-(thio)]diacetic acid CC(C)(SCC(=O)O)SCC(=O)O